1-fluoro-1-butanesulfonate FC(CCC)S(=O)(=O)[O-]